CC1=CC=CC2=C(C3=C(C=CC=C3C(=C12)OC(=O)OCCC(C)C)C)OC(=O)OCCC(C)C 1,5-dimethyl-9,10-bis(isopentyloxycarbonyloxy)anthracene